O1CC(C1)S(=O)(=O)NC1=C(C(=O)NC23CC(C2)(C3)C(F)(F)F)C=C(C=C1)C(F)(F)F 2-(oxetan-3-sulfonylamino)-5-(trifluoromethyl)-N-(3-(trifluoromethyl)bicyclo[1.1.1]pentan-1-yl)benzamide